N-((7R)-2-cyano-2-azabicyclo[2.2.1]heptan-7-yl)-4-(3-((4-fluorophenyl)amino)pyridin-4-yl)benzamide C(#N)N1C2CCC(C1)[C@H]2NC(C2=CC=C(C=C2)C2=C(C=NC=C2)NC2=CC=C(C=C2)F)=O